(R)-8-(7-methyl-8-(pyridin-2-yl)imidazo[1,2-c]pyrimidin-5-yl)-8-azaspiro[4.5]decan-1-amine CC1=C(C=2N(C(=N1)N1CCC3(CCC[C@H]3N)CC1)C=CN2)C2=NC=CC=C2